1-[5-tert-butyl-2-(4-methylphenyl)pyrazole-3-yl]-3-[4-(2-morpholine-4-ylethoxy)naphthalene-1-yl]urea C(C)(C)(C)C=1C=C(N(N1)C1=CC=C(C=C1)C)NC(=O)NC1=CC=C(C2=CC=CC=C12)OCCN1CCOCC1